CC(CCNC(=O)NC1=CC(=C(C=C1)C)C1=NC(=NC(=C1)N1CCOCC1)S(=O)(=O)C)(C)C 1-(3,3-Dimethylbutyl)-3-(4-methyl-3-(2-(methylsulfonyl)-6-morpholinopyrimidin-4-yl)phenyl)urea